O1CNCC12CN(CC2)C(=O)OC(C)(C)C tert-butyl 1-oxa-3,7-diazaspiro[4.4]nonane-7-carboxylate